3-ethyl-3-xylenol C(C)C1(CC(C=CC1)(C)O)C